C(C1=CC=CC=C1)NC1=NC=CC(=C1)C1=CNC=2N=CN=C(C21)OC2=CC=C1CCNCC1=C2 N-Benzyl-4-(4-((1,2,3,4-tetrahydroisochinolin-7-yl)oxy)-7H-pyrrolo[2,3-d]pyrimidin-5-yl)pyridin-2-amin